trifluoromethanesulfonic acid 6-(piperidin-1-yl)-naphthalen-2-yl ester N1(CCCCC1)C=1C=C2C=CC(=CC2=CC1)OS(=O)(=O)C(F)(F)F